CC1(OB(OC1(C)C)C=1C=NN(C1)C1CCS(CC1)(=O)=O)C 4-(4-(4,4,5,5-tetramethyl-1,3,2-dioxaborolan-2-yl)-1H-pyrazol-1-yl)tetrahydro-2H-thiopyran 1,1-dioxide